2-chloro-N-methyl-N-(2-(3'-phenoxy-[1,1'-biphenyl]-4-carbonyl)phenyl)acetamide ClCC(=O)N(C1=C(C=CC=C1)C(=O)C1=CC=C(C=C1)C1=CC(=CC=C1)OC1=CC=CC=C1)C